CC1(CC1)CN1C([C@@H]2N(C3=C1C=C(C=N3)C(F)(F)F)CCNC2)=O (R)-5-((1-methylcyclopropyl)methyl)-3-(trifluoromethyl)-7,8,9,10-tetrahydro-5H-pyrazino[1,2-a]pyrido[3,2-e]pyrazin-6(6aH)-one